C(C1CCCO1)C1S(C=CC=C1)(=S)=S tetrahydrofurfuryl-thiainine disulfide